1-(3-((1H-pyrazol-4-yl)methoxy)pyridin-2-yl)-N-(3-chloro-5-(methylsulfonamido)phenyl)-1H-pyrazole-4-carboxamide N1N=CC(=C1)COC=1C(=NC=CC1)N1N=CC(=C1)C(=O)NC1=CC(=CC(=C1)NS(=O)(=O)C)Cl